N-{4-chloro-3-[4-(4-fluorophenyl)-6-oxo-1,6-dihydropyrimidin-2-yl]benzyl}isobutyramide ClC1=C(C=C(CNC(C(C)C)=O)C=C1)C=1NC(C=C(N1)C1=CC=C(C=C1)F)=O